BrC1=CC=2C(C(C3=CC(=CC=C3C2C=C1)C1=CN=CC2=CC=CC=C12)=O)=O 2-bromo-7-(isoquinolin-4-yl)PHENANTHRENE-9,10-dione